(E)-4-(2-(3-(3-chloro-2-fluoro-6-(1H-tetrazol-1-yl)phenyl)acryloyl)-5-(2-oxopiperazin-1-yl)-1,2,3,4-tetrahydroisoquinoline-1-carboxamido)benzoic acid hydrochloride Cl.ClC=1C(=C(C(=CC1)N1N=NN=C1)/C=C/C(=O)N1C(C2=CC=CC(=C2CC1)N1C(CNCC1)=O)C(=O)NC1=CC=C(C(=O)O)C=C1)F